(R)-10-methyl-3-(5-(trifluoromethoxy)-2-vinylpyridin-4-yl)-9,10,11,12-tetrahydro-8H-[1,4]diazepino[5',6':4,5]thieno[3,2-f]quinolin-8-one C[C@H]1NC(C2=C(C=3C=4C=CC(=NC4C=CC3S2)C2=CC(=NC=C2OC(F)(F)F)C=C)NC1)=O